N1(CCC1)CCC(=O)NC(C(F)F)C1=CC(=CC=C1)Cl 3-(azetidin-1-yl)-N-(1-(3-chlorophenyl)-2,2-difluoroethyl)propanamide